C1(=CC=CC=C1)P(C1=C(C=CC=C1)OC1=C(C=CC=C1)P(C1=CC=CC=C1)C1=CC=CC=C1)C1=CC=CC=C1 bis[2-(diphenyl-phosphino) phenyl] ether